2-(4-((4-aminopiperidin-1-yl)methyl)phenyl)-3-phenyl-5H-imidazo[1,2-c]pyrido[3,2-e][1,3]oxazin-10-ol NC1CCN(CC1)CC1=CC=C(C=C1)C=1N=C2N(COC3=C2C(=CC=N3)O)C1C1=CC=CC=C1